tert-butyl (2S,4R)-2-[(aminooxy)methyl]-4-methylpyrrolidine-1-carboxylate NOC[C@H]1N(C[C@@H](C1)C)C(=O)OC(C)(C)C